2-ethyl-3-butene C(C)C(C)C=C